tert-butyl (6-(3-fluoro-4-nitrobenzamido)hexyl)carbamate FC=1C=C(C(=O)NCCCCCCNC(OC(C)(C)C)=O)C=CC1[N+](=O)[O-]